ClC1=CC=C2NC=C3C[C@H]4N(C[C@H](C(O)=O)C=C4C1=C32)C |r| (+-)-12-chlorolysergic acid